COCCNCCC(=O)NC1=C(C2=C(CN(CC2)C(=O)OC(C)(C)C)S1)C=1SC2=C(N1)C=C(C=C2)C tert-Butyl 2-(3-((2-methoxyethyl)amino)propanamido)-3-(5-methylbenzo[d]thiazol-2-yl)-4,7-dihydrothieno[2,3-c]pyridine-6(5H)-carboxylate